benzylidene(1,3-bis-mesitylimidazolidine-2-ylidene)(tricyclohexylphosphine) ruthenium dichloride [Ru](Cl)Cl.C(C1=CC=CC=C1)=C1C(C(CCC1)P(C1CCCCC1)C1CCCCC1)=C1N(CCN1C1=C(C=C(C=C1C)C)C)C1=C(C=C(C=C1C)C)C